(3-fluorophenyl)benzamide FC=1C=C(C=CC1)C1=C(C(=O)N)C=CC=C1